3-azabicyclo[3.2.1]octan-3-yl-[1-(methylsulfanylmethyl)-3-pyrazolo[1,5-a]pyridin-3-yl-pyrazolo[4,3-c]pyridin-6-yl]methanone C12CN(CC(CC1)C2)C(=O)C2=CC1=C(C=N2)C(=NN1CSC)C=1C=NN2C1C=CC=C2